N=1NN=C2C=NC=CC21 2H-[1,2,3]triazolo[4,5-c]pyridine